S1C(=NC2=C1C=CC=C2)[C@H]2N(CCCC1=C2N=CN1)C(=O)C1=C(N=C(O1)C1=NC=CC=C1)C1CC1 (S)-(4-(benzo[d]thiazol-2-yl)-7,8-dihydroimidazo[4,5-c]azepin-5(1H,4H,6H)-yl)(4-cyclopropyl-2-(pyridin-2-yl)oxazol-5-yl)methanone